[3,5-dimethyl-1-(2-trimethylsilylethoxymethyl)pyrazol-4-yl]methanol CC1=NN(C(=C1CO)C)COCC[Si](C)(C)C